5-(4-cyanocyclohexyl)-3-isopropyl-2-(8-methyl-[1,2,4]triazolo[1,5-a]pyridin-6-yl)-1H-indole-1-carboxylic acid tert-butyl ester C(C)(C)(C)OC(=O)N1C(=C(C2=CC(=CC=C12)C1CCC(CC1)C#N)C(C)C)C=1C=C(C=2N(C1)N=CN2)C